COC(C1=CC(=C(C(=C1)F)P(=O)(C1=CC=CC=C1)C1=CC=CC=C1)F)=O.C(CC)NC1=CC=CC=C1 propyl-Aniline methyl-4-(diphenylphosphoryl)-3,5-difluorobenzoate